2,6-Difluoro-3-(1-methyl-6-(3-(tetrahydro-2H-pyran-4-yl)morpholino)-1H-pyrazolo[4,3-c]pyridin-3-yl)-5-(trifluoromethyl)phenol FC1=C(C(=C(C=C1C1=NN(C2=C1C=NC(=C2)N2C(COCC2)C2CCOCC2)C)C(F)(F)F)F)O